COCC(=O)O.N12CCCN=C2CCC1 1,5-diazabicyclo[4.3.0]non-5-ene methoxyacetate